5-cyclopropyl-N-isobutyl-3-(((1r,3S)-3-methoxycyclobutyl)amino)-N-((S)-piperidin-3-yl)pyridinecarboxamide C1(CC1)C=1C=C(C(=NC1)C(=O)N([C@@H]1CNCCC1)CC(C)C)NC1CC(C1)OC